Cl.ClC=1C=CN2C3=C([C@@H](CCC13)N)N=C2 |r| (±)-6-chloro-8,9-dihydro-7H-imidazo[4,5,1-ij]quinolin-9-amine hydrochloride